CC(CC(C)C)C1=C(C=CC=C1)NC(=O)C=1C(=NN(C1F)C)C N-(2-(1,3-dimethylbutyl)-phenyl)-1,3-dimethyl-5-fluoro-1H-pyrazole-4-carboxamide